zinc vinylpyridine salt C(=C)C1=NC=CC=C1.[Zn]